C(C)OC(=C)NC1=CC(=C(C(=C1)F)N1CCN(CC1)C)F (1-ethoxyvinyl)-3,5-difluoro-4-(4-methylpiperazin-1-yl)aniline